FC1=C(C=CC=C1)CC(=O)NC1=CC(=C(C=C1)N1N=CC=C1)S(N)(=O)=O 2-(2-fluorophenyl)-N-[4-(1H-pyrazol-1-yl)-3-sulfamoylphenyl]acetamide